1,2,4,5-tetramethyl-benzenediamine CC1(C(C=C(C(=C1)C)C)(N)C)N